BrC1=NC=CC(=N1)OC bromo-4-methoxypyrimidin